Tetrapropylene Glycol Diethyl Ether C(C)OC(C)COC(C)COC(C)COC(C)COCC